1-benzyl-4-(4-fluorophenyl)-7-methoxy-3,4-dihydro-1H-2,1-benzothiazine 2,2-dioxide C(C1=CC=CC=C1)N1S(CC(C2=C1C=C(C=C2)OC)C2=CC=C(C=C2)F)(=O)=O